7-[(3S)-3-(morpholin-4-ylmethyl)-1,2,3,4-tetrahydroisoquinoline-2-carbonyl]-1,2,3,4-tetrahydroisoquinoline-2-carboxylic acid phenyl ester C1(=CC=CC=C1)OC(=O)N1CC2=CC(=CC=C2CC1)C(=O)N1CC2=CC=CC=C2C[C@H]1CN1CCOCC1